Carboxy-cholesterol C(=O)(O)CC(C)CCC[C@@H](C)[C@H]1CC[C@H]2[C@@H]3CC=C4C[C@@H](O)CC[C@]4(C)[C@H]3CC[C@]12C